C(C(=C)C)(=O)ON1C(CCCC1(C)C)(C)C 2,2,6,6-tetramethyl-piperidinyl methacrylate